4-fluoro-1-(tetrahydro-2H-pyran-2-yl)-1H-pyrazole-3-carboxylate FC=1C(=NN(C1)C1OCCCC1)C(=O)[O-]